C1=CC=CC=2C3=CC=CC=C3C(C12)COC(=O)N(C(C(=O)OC(C)(C)C)CCC1=C(C=CC=C1)OC)C tert-Butyl 2-((((9H-fluoren-9-yl)methoxy) carbonyl)(methyl)amino)-4-(2-methoxyphenyl)butanoate